m-tolyl(8-(p-tolyl)-1,3,4,5-tetrahydro-2H-pyrido[4,3-b]indol-2-yl)methanone C1(=CC(=CC=C1)C(=O)N1CC2=C(NC=3C=CC(=CC23)C2=CC=C(C=C2)C)CC1)C